BrC1=CC=C2CN(C(C2=C1)=O)C(C(=O)NC=1SC=CN1)C1=C(C=CC(=C1)F)OC 2-(6-bromo-1-oxoisoindol-2-yl)-2-(5-fluoro-2-methoxyphenyl)-N-(thiazol-2-yl)acetamide